N-(1-(2-(4-chlorophenoxy)-2-methylpropanoyl)piperidin-4-yl)acrylamide ClC1=CC=C(OC(C(=O)N2CCC(CC2)NC(C=C)=O)(C)C)C=C1